BrC1=C(C=CC=2OC3=C(C21)C(=CC=C3)OC)Cl 1-bromo-2-chloro-9-methoxydibenzo[b,d]furan